1-[4-(2,3-Dimethylphenyl)piperazin-1-yl]-2-{3-[3-(2-hydroxyethyl)pyrrolidin-1-carbonyl]-5,6-dihydrocyclopenta[c]pyrazol-1(4H)-yl}ethan-1-on CC1=C(C=CC=C1C)N1CCN(CC1)C(CN1N=C(C2=C1CCC2)C(=O)N2CC(CC2)CCO)=O